(1-tert-butyl-3-{1,4-dioxaspiro[4.4]non-7-yl}-1H-pyrazol-5-yl)carbamic acid benzyl ester C(C1=CC=CC=C1)OC(NC1=CC(=NN1C(C)(C)C)C1CC2(OCCO2)CC1)=O